BrC=1C(=CC2=C(SC(=C2)C(CCC(=O)O)=O)C1)OCCCOC=1C=C2CN(CC2=CC1OC)C(CCC(=O)O)=O 4-(5-(3-((6-bromo-2-(3-carboxypropanoyl)benzo[b]thiophen-5-yl)oxy)propoxy)-6-methoxyisoindolin-2-yl)-4-oxobutanoic acid